1,3-bis(2-propoxyethyl)imidazolium C(CC)OCCN1C=[N+](C=C1)CCOCCC